methyl 4,4-dimethyl-5-oxo-2-phenyl-pyrrolidine-3-carboxylate CC1(C(C(NC1=O)C1=CC=CC=C1)C(=O)OC)C